2-[4-[1-(2,6-dioxo-3-piperidyl)-3-methyl-2-oxo-benzimidazol-5-yl]-2-oxo-piperazin-1-yl]acetic acid O=C1NC(CCC1N1C(N(C2=C1C=CC(=C2)N2CC(N(CC2)CC(=O)O)=O)C)=O)=O